C(C1=CC=CC=C1)OC1=CC=C(C=N1)[C@@H]1OCC[C@@H](C1)C1=NC2=NC(=C(N=C2C(N1)=O)OC)C 2-[(2R,4S)-2-(6-benzyloxy-3-pyridyl)tetrahydropyran-4-yl]-6-methoxy-7-methyl-3H-pteridin-4-one